C(=C)C1(OC(CCC1)(C)C)C 2-vinyltetrahydro-2,6,6-trimethyl-2H-pyran